ClC1=CC2=C(N=CN(C2=O)CC2(CCN(CC2)C(C2=CC=C(C=C2)F)=O)O)N1C1=CC=C(C=C1)[C@@H]1CO[C@H](CN1C(=O)OC(C)(C)C)C tert-butyl (2S,5R)-5-(4-(6-chloro-3-((1-(4-fluorobenzoyl)-4-hydroxypiperidin-4-yl)methyl)-4-oxo-3,4-dihydro-7H-pyrrolo[2,3-d]pyrimidin-7-yl)phenyl)-2-methylmorpholine-4-carboxylate